(R)-N-(1-(4-chlorophenyl)-2,2,2-trifluoroethyl)-N-methyl-[1,2,4]triazolo[4,3-b]pyridazine-6-sulfonamide ClC1=CC=C(C=C1)[C@H](C(F)(F)F)N(S(=O)(=O)C=1C=CC=2N(N1)C=NN2)C